2-(1-((2-methyl-5-(3-methyl-1,2,4-thiadiazol-5-yl)phenyl)glycyl)indolin-4-yl)isothiazolidin-3-one 1,1-dioxide CC1=C(C=C(C=C1)C1=NC(=NS1)C)NCC(=O)N1CCC2=C(C=CC=C12)N1S(CCC1=O)(=O)=O